2-chloro-6-methyl-4-phenylpyridine-3-carbonitrile ClC1=NC(=CC(=C1C#N)C1=CC=CC=C1)C